FC(C(=O)O)(F)F.OCC1=C(C=CC=C1)O 2-(hydroxymethyl)phenol trifluoroacetate